C(CC)N=C=N propyl-carbodiimide